CC1=NC(=NC(=C1)C)CN1C(=O)N(C=2N=C(N(C2C1=O)CC#CC)N1C[C@@H](CCC1)N)C 1-[(4,6-Dimethyl-pyrimidine-2-yl)methyl]-3-methyl-7-(2-butyne-1-yl)-8-((R)-3-amino-piperidine-1-yl)-xanthine